C1(CC1)CNCCC1=CC=C(CN2C(=C(C3=CC(=CC=C23)O)F)C2=C(C=CC=C2)C)C=C1 1-(4-(2-((cyclopropylmethyl)amino)ethyl)benzyl)-3-fluoro-2-(o-tolyl)-1H-indol-5-ol